6-(3-hydroxy-oxetan-3-yl)imidazo[1,2-a]pyridine-2-carboxylic acid ethyl ester C(C)OC(=O)C=1N=C2N(C=C(C=C2)C2(COC2)O)C1